[Cr](=O)([O-])[O-].[Si+4].[Cr](=O)([O-])[O-] silicon chromite